BrC=1C=C(C2=C(N(C=N2)COCC[Si](C)(C)C)C1)C 2-[(6-bromo-4-methyl-benzimidazol-1-yl)methoxy]ethyl-trimethyl-silane